C(C)N(C(C(=O)C1=CNC2=CC=C(C=C12)SC)=O)CC N,N-diethyl-2-(5-(methylthio)-1H-indol-3-yl)-2-oxoacetamide